Cl.CC1(CS(CC1)(=O)=O)N 3-methyl-1,1-dioxothiolan-3-amine hydrochloride